FC1=CC=C2C(=NC(=NC2=C1)N1[C@H](CCC1)C(=O)N)NC=1N=CN(C1)C1=CC(=C(C(=C1)OC)OC)OC (R)-1-(7-fluoro-4-((1-(3,4,5-trimethoxyphenyl)-1H-imidazol-4-yl)amino)quinazolin-2-yl)pyrrolidine-2-carboxamide